C1(=CC=CC=C1)C1=C(C(=C(C=C1)C1=CC=CC=C1)N)C1=CC=CC=2C3=CC=CC=C3NC12 (phenylcarbazolylbiphenylyl)amine